8-hydroxy-6-(1H-pyrazol-3-yl)-3,4-dihydroisoquinoline-2(1H)-carboxylic acid tert-butyl ester C(C)(C)(C)OC(=O)N1CC2=C(C=C(C=C2CC1)C1=NNC=C1)O